1-((2-fluoropyridin-3-yl)methyl)-6-(4-methoxypyrrolo[2,1-f][1,2,4]triazin-5-yl)-2-methyl-1H-imidazo[4,5-b]pyridine FC1=NC=CC=C1CN1C(=NC2=NC=C(C=C21)C=2C=CN1N=CN=C(C12)OC)C